bis(2-(diphenylphosphino)ethyl)amine hydrochloride Cl.C1(=CC=CC=C1)P(CCNCCP(C1=CC=CC=C1)C1=CC=CC=C1)C1=CC=CC=C1